O=C1NC(CCC1N1C(C2=CC=CC(=C2C1=O)N1CCC(CC1)CCC=O)=O)=O 3-(1-(2-(2,6-dioxopiperidin-3-yl)-1,3-dioxoisoindolin-4-yl)piperidin-4-yl)propanal